CC1=C(C(=CC(=C1)C)C)I(OC(=O)C12CC(C1)(C2)C(=O)OC)OC(=O)C21CC(C2)(C1)C(=O)OC dimethyl 3,3'-{[(2,4,6-trimethylphenyl)-λ3-iodanediyl]bis(oxycarbonyl)}di(bicyclo[1.1.1]pentane-1-carboxylate)